C(=C)C1N(CCNC1)C=1C2=C(NC(N1)=O)N=CC=C2 4-(2-vinylpiperazine-1-yl)pyrido[2,3-d]pyrimidin-2(1H)-one